(2R,4S)-N-((S)-1-(((6-amino-2-methylpyridin-3-yl)methyl)amino)-1-oxopropan-2-yl)-4-(4-(tert-butyl)benzyl)pyrrolidine-2-carboxamide dihydrochloride Cl.Cl.NC1=CC=C(C(=N1)C)CNC([C@H](C)NC(=O)[C@@H]1NC[C@H](C1)CC1=CC=C(C=C1)C(C)(C)C)=O